C1=CC=CC=2C3=CC=CC=C3C(C12)COC(NCCOCCCOCC(=O)N[C@@H](C(C)(C)C)C(=O)N1[C@@H](C[C@H](C1)O)C(=O)N[C@@H](CO)C1=CC=C(C=C1)C1=C(N=CS1)C)=O N-[1-(9H-fluoren-9-yl)-3,13-dioxo-2,7,11-trioxa-4-azatridecan-13-yl]-3-methyl-L-valyl-(4R)-4-hydroxy-N-{(1R)-2-hydroxy-1-[4-(4-methyl-1,3-thiazol-5-yl)phenyl]ethyl}-L-prolinamide